5-methoxy-1-methyl-benzotriazole COC1=CC2=C(N(N=N2)C)C=C1